(E)-2-(4-Phenoxyphenyl)-7-(1-(4-(piperidin-1-yl)but-2-enoyl)piperidin-4-yl)-4,5,6,7-tetrahydropyrazolo[1,5-a]pyrimidine-3-carboxamide O(C1=CC=CC=C1)C1=CC=C(C=C1)C1=NN2C(NCCC2C2CCN(CC2)C(\C=C\CN2CCCCC2)=O)=C1C(=O)N